tert-pentyl alpha-allyloxymethylacrylate C(C=C)OCC(C(=O)OC(C)(C)CC)=C